FC=1C=CC(=NC1)NC(CN1C=2N(C(C3=C1C(N(C3)[C@H](COC)C)=O)=O)N=C(C2)C(=O)N(C)C)=O 4-{2-[(5-fluoropyridin-2-yl)amino]-2-oxoethyl}-6-[(2S)-1-methoxyprop-2-yl]-N,N-dimethyl-5,8-dioxo-5,6,7,8-tetrahydro-4H-pyrazolo[1,5-a]pyrrolo[3,4-d]pyrimidine-2-carboxamide